S-Adenosylhomocystein [C@@H]1([C@H](O)[C@H](O)[C@@H](CSCC[C@H](N)C(=O)O)O1)N1C=NC=2C(N)=NC=NC12